FC1=C(C#N)C=CC=C1C(C(C)C)=O 2-fluoro-3-(2-methylpropanoyl)benzonitrile